C(C)(C)(C)OC(=O)N1CCC2(CC1)OC1=C(C=C2)C=CC(=C1)C1C(NC(CC1)=O)=O 7-(2,6-dioxopiperidin-3-yl)spiro[benzopyran-2,4'-piperidine]-1'-carboxylic acid tert-butyl ester